C1(=CC=CC=C1)C(C)(C)OC(CCC(C(F)(F)F)(C(F)(F)F)F)=O 4,5,5,5-tetrafluoro-4-(trifluoromethyl)pentanoic acid 2-phenylpropane-2-yl ester